CC1(CNCC1)NC(CC(=O)OC)C1=CC=CC=C1 methyl 3-((3-methylpyrrolidin-3-yl) amino)-3-phenylpropionate